FC=1C=CC(=NC1)C(=O)N 5-fluoropicolinamide